NC=1SC(=C(N1)C)C(=O)N(OC)CC1=CC=CC=C1 2-amino-N-benzyl-N-methoxy-4-methyl-1,3-thiazole-5-carboxamide